NC1=CC(=NC=N1)N(C(=O)[C@@]1(CCC[C@@]2(C3=CC=C(C=C3CC[C@@H]12)C(C)C)C)C)C1=CC=C(C=C1)C (1R,4aS,10aR)-N-(6-aminopyrimidin-4-yl)-7-isopropyl-1,4a-dimethyl-N-(p-tolyl)-1,2,3,4,4a,9,10,10a-octahydrophenanthrene-1-carboxamide